NC1=NC2=CC=CN=C2C(=C1)N[C@@](CO)(CC)C (R)-2-((2-amino-1,5-naphthyridin-4-yl)amino)-2-methylbutan-1-ol